C(C1=CC=CC=C1)(C1=CC=CC=C1)[C@@H](C(=O)NC1=CC=C(C=C1)C=1C(=NNC1CO)C)NC(=O)C=1N(N=CC1)C N-[(1S)-1-benzhydryl-2-[4-[5-(hydroxymethyl)-3-methyl-1H-pyrazol-4-yl]anilino]-2-oxo-ethyl]-2-methyl-pyrazole-3-carboxamide